(1s,4s)-4-(3-(2-(3-methylisoxazol-5-yl)acetamido)-1H-pyrazol-5-yl)cyclohexyl isopropylcarbamate methyl-(1s,4s)-4-((tert-butyldiphenylsilyl)oxy)cyclohexane-1-carboxylate COC(=O)C1CCC(CC1)O[Si](C1=CC=CC=C1)(C1=CC=CC=C1)C(C)(C)C.C(C)(C)NC(OC1CCC(CC1)C1=CC(=NN1)NC(CC1=CC(=NO1)C)=O)=O